C(C)C1=CC(C(=CN1)C(=O)O)=O 6-Ethyl-4-oxo-1,4-dihydropyridine-3-carboxylic acid